pivalic acid zinc salt [Zn+2].C(C(C)(C)C)(=O)[O-].C(C(C)(C)C)(=O)[O-]